tert-butyl (2S,4R)-2-(dimethylcarbamothioyl)-4-[(5-methoxy-5-oxopentyl)oxy]pyrrolidine-1-carboxylate CN(C(=S)[C@H]1N(C[C@@H](C1)OCCCCC(=O)OC)C(=O)OC(C)(C)C)C